5-Bromo-2-(tert-butyl)-1'-methylspiro[indole-3,3'-indolin]-2'-one BrC=1C=C2C(=CC1)N=C(C21C(N(C2=CC=CC=C12)C)=O)C(C)(C)C